4-methylphenyl-diphenyl-phosphorus oxide CC1=CC=C(C=C1)P(C1=CC=CC=C1)(C1=CC=CC=C1)=O